3,4-bis(diethylphosphino)-thiophene C(C)P(C1=CSC=C1P(CC)CC)CC